(1r,3s)-3-methylcyclobutan-1-amine hydrochloride Cl.CC1CC(C1)N